4-Hydroxylphenyl-pyruvate OC1=CC=C(C=C1)CC(C(=O)[O-])=O